3-[5-(2,7-diazaspiro[3.5]nonan-7-yl)-3-methyl-2-oxo-benzimidazol-1-yl]piperidine-2,6-dione C1NCC12CCN(CC2)C2=CC1=C(N(C(N1C)=O)C1C(NC(CC1)=O)=O)C=C2